N-((5-bromo-1,3,4-thiadiazol-2-yl)methyl)pivalamide BrC1=NN=C(S1)CNC(C(C)(C)C)=O